diglycidyl-3,4-diglycidyl-4-nitrophthalate C(C1CO1)OC(C1=C(C(=O)OCC2CO2)C(C(C=C1)([N+](=O)[O-])CC1CO1)CC1CO1)=O